2-(Methylamino)-1-(6-methylpyridin-2-yl)ethan-1-one CNCC(=O)C1=NC(=CC=C1)C